C(C1=CC=CC=C1)C(C(=O)NC=1C=NC2=C(C=CC=C2C1C)F)(CC(=C)C)C 2-benzyl-N-(8-fluoro-4-methyl-3-quinolinyl)-2,4-dimethyl-pent-4-enamide